C1(CC1)N1N=CC(=C1)C1C=C(CCO1)C=1N=C(C=2N=C(N(C(C2N1)=O)C)C)C1=C(C=C(C=C1)F)F 6-(6-(1-cyclopropyl-1H-pyrazol-4-yl)-3,6-dihydro-2H-pyran-4-yl)-8-(2,4-difluorophenyl)-2,3-dimethylpyrimido[5,4-d]pyrimidin-4(3H)-one